FC1(OCC2=C(O1)C=CC(=C2NC2=NC=C1N(C(N(C1=N2)C2(CCOCC2)C#N)=O)C)C)F 4-(2-((2,2-difluoro-6-methylbenzo[d][1,3]dioxan-5-yl)amino)-7-methyl-8-oxo-7,8-dihydro-9H-purin-9-yl)tetrahydro-2H-pyran-4-carbonitrile